ClC=1C=NC2=C(C(=CC=C2C1)Cl)CCl 3,7-dichloro-8-chloromethylquinoline